4-chloro-2-methyl-7-(methylthio)pyrazolo[1,5-d][1,2,4]triazine ClC=1C=2N(C(=NN1)SC)N=C(C2)C